BrC=1C(=NC(=NC1)N1C=NC=C1)C(=O)NC1=CC(=C(C=C1)Cl)Cl 5-bromo-N-(3,4-dichlorophenyl)-2-(1H-imidazol-1-yl)pyrimidine-4-carboxamide